1-(5-chloro-3-fluoropyridin-2-yl)-4-(3,4-difluorobenzyl)-3-(oxetan-3-yl)piperazine-2,5-dione ClC=1C=C(C(=NC1)N1C(C(N(C(C1)=O)CC1=CC(=C(C=C1)F)F)C1COC1)=O)F